COC(=O)N1CCC2(CN(C(N2CC2=CC(=CC=C2)OC)=O)C2=NC(=C(C=C2)C=2C=NNC2)OC)CC1 3-(6-methoxy-5-(1H-pyrazol-4-yl)pyridin-2-yl)-1-(3-methoxybenzyl)-2-oxo-1,3,8-triazaspiro[4.5]decane-8-carboxylic acid methyl ester